(3S)-3-(7-{[(4R)-8-chloro-4-ethyl-7-fluoro-1,1-dioxo-3,4-dihydro-2H-5,1,2-benzoxathiazepin-2-yl]methyl}-1-benzothien-5-yl)-3-(1,4-dimethyl-1H-benzotriazol-5-yl)propanoic acid ClC1=CC2=C(O[C@@H](CN(S2(=O)=O)CC2=CC(=CC=3C=CSC32)[C@H](CC(=O)O)C3=C(C2=C(N(N=N2)C)C=C3)C)CC)C=C1F